Bis(2-hexyloctyl)6,16-dibutyl-11-(3-(diethylamino)propyl)-7,15-dioxo-8,14-dioxa-6,11,16-triazahenicosanedioate C(CCCCC)C(COC(CCCCN(C(OCCN(CCOC(N(CCCCC(=O)OCC(CCCCCC)CCCCCC)CCCC)=O)CCCN(CC)CC)=O)CCCC)=O)CCCCCC